hexanediol bis(mercaptoacetate) SCC(=O)OC(CCCCC)OC(CS)=O